ethylanthrone C(C)C1=CC=CC=2CC3=CC=CC=C3C(C12)=O